ClC1=CC(=C(C=C1)[C@]1(OC2=C(C1)C=CC=C2)C2=CC=C(CC1=NC3=C(N1C[C@H]1OCC1)C=C(C=C3)C(=O)O)C=C2)F 2-(4-((R)-2-(4-chloro-2-fluorophenyl)-2,3-dihydrobenzofuran-2-yl)benzyl)-1-(((S)-oxetan-2-yl)methyl)-1H-benzo[d]imidazole-6-carboxylic acid